C(=O)C1=C(C=C(O[C@@H]2O[C@@H]([C@H]([C@@H]([C@H]2CC(=O)O)CC(=O)O)CC(=O)O)C(=O)OC)C=C1)OC.COC1=C(C=O)C=CC(=C1)O 2-methoxy-para-hydroxybenzaldehyde (2S,3R,4S,5S,6S)-2-(4-formyl-3-methoxyphenoxy)-6-(methoxycarbonyl)tetrahydro-2H-pyran-3,4,5-triyl-triacetate